3-(3-Piperazin-1-ylphenyl)-1-sulfamoyl-pyrrole-2-carboxylic acid hydrochloride Cl.N1(CCNCC1)C=1C=C(C=CC1)C1=C(N(C=C1)S(N)(=O)=O)C(=O)O